[(3,4-dimethoxyphenyl)sulfamoyl]((2-[(4-methyl-4H-1,2,4-triazol-3-yl)sulfanyl]ethyl))amine COC=1C=C(C=CC1OC)NS(=O)(=O)NCCSC1=NN=CN1C